(4as,7ar)-1-methyl-octahydro-4aH-cyclopenta[b]pyridine-4a-carboxylic acid ethyl ester C(C)OC(=O)[C@]12[C@H](N(CCC1)C)CCC2